C(C1=CC=CC=C1)OC=1C(=C(C=C(C1)OC1=CC=CC=C1)C1=CC(=CC=C1)F)NS(=O)(=O)C1=CC=C(C=C1)C N-(3-(benzyloxy)-3'-fluoro-5-phenoxybiphenyl-2-yl)-4-methylbenzenesulfonamide